tert-butyl (S)-3-(7-bromoimidazo[1,2-a]pyridin-2-yl)-2-((diphenylmethylene) amino)propanoate BrC1=CC=2N(C=C1)C=C(N2)C[C@@H](C(=O)OC(C)(C)C)N=C(C2=CC=CC=C2)C2=CC=CC=C2